C(C1=CC=CC=C1)OC=1C(=NC2=CN=CC=C2C1)C(=O)O 3-(benzyloxy)-1,7-naphthyridine-2-carboxylic acid